ClC=1C=C2C(=NC=NC2=CC1)N1N=C(N=C1NC1=CC=C(C=C1)N1CCN(CC1)C)N 1-(6-chloroquinazolin-4-yl)-N5-(4-(4-methylpiperazin-1-yl)phenyl)-1H-1,2,4-triazole-3,5-diamine